C(CCCCCC=C)(=O)OC(CCCCCC=C)=O 7-Octenic acid anhydride